methyl-1-(7-(2-naphthyl)-6,7-dihydro-4H-thieno[3,2-c]pyran-4-yl)methylamine CNCC1OCC(C2=C1C=CS2)C2=CC1=CC=CC=C1C=C2